2-(4-acetylpiperazin-1-yl)-N-(3-chloro-4-fluorophenyl)-N-(4-(5-(difluoromethyl)-1,3,4-oxadiazol-2-yl)-2-fluorobenzyl)ethane-1-sulfonamide C(C)(=O)N1CCN(CC1)CCS(=O)(=O)N(CC1=C(C=C(C=C1)C=1OC(=NN1)C(F)F)F)C1=CC(=C(C=C1)F)Cl